OC1=C(C=CC(=C1)OCCCC)C1=NC(=NC(=N1)C1=C(C=C(C=C1)OCCCC)O)C1=C(C=C(C=C1)OCCCC)OCCCC 2,4-bis-[2-hydroxy-4-butoxyphenyl]-6-(2,4-dibutoxyphenyl)-1,3,5-triazine